ClC1=C(C(C=2C=CC=NC2C1=O)=O)NC1=C(C=C(C=C1O)N1CCN(CC1)C)F 7-chloro-6-((2-fluoro-6-hydroxy-4-(4-methylpiperazin-1-yl)phenyl)amino)quinoline-5,8-dione